3-isopropyl-(1H)-benzo-2,1,3-thiadiazine-4-one-2,2-dioxide C(C)(C)N1S(NC2=C(C1=O)C=CC=C2)(=O)=O